(2r,6r)-tert-butyl 2-(hydroxymethyl)-6-methylmorpholine-4-carboxylate OC[C@H]1CN(C[C@H](O1)C)C(=O)OC(C)(C)C